S1C(=NC=C1)C1=CC=C(C=C1)C1=C(C=2C3=CC=CC=C3C3=CC(=CC=C3C2C=C1)C1=CC=C(C=C1)C=1SC=CN1)C=S 2,7-bis(4-(2-thiazolyl)phenyl)triphenyleneThiAl